The molecule is a member of the class of phenoxazines that is 1,9-dimethyl-3H-phenoxazin-3-one carrying additional hydroxy and 2,4-dihydroxy-6-methylphenyl substituents at positions 7 and 8 respectively. A component of orcein, a mixture of dyes isolated from lichens. It has a role as a food colouring, a histological dye and a plant metabolite. It is a cyclic ketone, a phenoxazine, a member of resorcinols and a polyphenol. CC1=CC(=CC(=C1C2=C(C3=C(C=C2O)OC4=CC(=O)C=C(C4=N3)C)C)O)O